amino-N-(6-methylpyridin-3-yl)benzamide NC1=C(C(=O)NC=2C=NC(=CC2)C)C=CC=C1